5-bromo-3-(difluoromethyl)-1H-indazole BrC=1C=C2C(=NNC2=CC1)C(F)F